(R)-N-(4-(1,5-dimethyl-6-oxo-1,6-dihydropyridin-3-yl)-2-((2-ethoxypropyl)amino)phenyl)-3,3-difluorocyclobutane-1-carboxamide CN1C=C(C=C(C1=O)C)C1=CC(=C(C=C1)NC(=O)C1CC(C1)(F)F)NC[C@@H](C)OCC